4-Bromo-2,3,5,6-tetrafluoro-4'-vinyl-1,1'-biphenyl BrC1=C(C(=C(C(=C1F)F)C1=CC=C(C=C1)C=C)F)F